1,3-Dioxoisoindolin-2-yl (2R,3S,4S,5R)-3-(3,4-difluoro-2-methoxyphenyl)-4,5-dimethyl-5-(trifluoromethyl)tetrahydrofuran-2-carboxylate FC=1C(=C(C=CC1F)[C@H]1[C@@H](O[C@]([C@H]1C)(C(F)(F)F)C)C(=O)ON1C(C2=CC=CC=C2C1=O)=O)OC